COC1=C2C(C=3C4=C(SC3C2=CC=C1)C=CC=C4)=O 1-methoxy-10H-benzo[b]indeno[2,1-d]thiophen-10-one